C1(CC1)N1N=CC(=C1)[C@H]1C=C(CCO1)C=1N=C(C2=C(N1)N=C(S2)N(C)C)C2=C(C=C(C=C2)F)F 5-[(6R)-6-(1-cyclopropylpyrazol-4-yl)-3,6-dihydro-2H-pyran-4-yl]-7-(2,4-difluorophenyl)-N,N-dimethyl-thiazolo[4,5-d]pyrimidin-2-amine